COC(=O)[C@H]1N(C[C@@H](C1)C1CC1)C(=O)OC(C)(C)C (2S,4S)-4-cyclopropylpyrrolidine-1,2-dicarboxylic acid 1-tert-butyl 2-methyl ester